2-METHYLBENZO[D]THIAZOLE CC=1SC2=C(N1)C=CC=C2